3-(1-oxo-5-((2-(pyrrolidin-1-yl)cyclohexyl)oxy)isoindolin-2-yl)piperidine-2,6-dione O=C1N(CC2=CC(=CC=C12)OC1C(CCCC1)N1CCCC1)C1C(NC(CC1)=O)=O